CC1(OCCC(C1)C=1C=C2C(=CC=NC2=CC1)C(=O)[O-])C 6-(2,2-dimethyltetrahydro-2H-pyran-4-yl)quinoline-4-carboxylate